FC1(C(CNC1)NC(=O)C1=C(OC2=C1C=C(C=C2)OCC=2N(C=CN2)C)C)F N-(4,4-difluoropyrrolidin-3-yl)-2-methyl-5-((1-methyl-1H-imidazol-2-yl)methoxy)benzofuran-3-carboxamide